3-isocyanopropylmethyldiethoxysilane [N+](#[C-])CCC[Si](OCC)(OCC)C